bis(4-amino-3,5-dimethylphenyl)-1-phenyl-methane NC1=C(C=C(C=C1C)C(C1=CC=CC=C1)C1=CC(=C(C(=C1)C)N)C)C